3-amino-7,8-difluoro-3,4-dihydrobenzo[b][1,4]oxaazepine-5(2H)-carboxylic acid tert-butyl ester C(C)(C)(C)OC(=O)N1C2=C(OCC(C1)N)C=C(C(=C2)F)F